((2S)-4-(2,3-difluoro-4-(1-(tetrahydro-2H-pyran-2-yl)-1H-pyrazole-4-yl)phenyl)-2-methylpiperazin-1-yl)(pyrrolidin-1-yl)methanone FC1=C(C=CC(=C1F)C=1C=NN(C1)C1OCCCC1)N1C[C@@H](N(CC1)C(=O)N1CCCC1)C